sodium Sodium [Na].[Na]